C(C)(=O)N[C@@H]1C(O)O[C@@H]([C@H]([C@@H]1O)O)CO N-acetyl-mannosamine